silver aluminum selenide [Se-2].[Al+3].[Ag+].[Se-2]